C(C1CO1)O[Si](OC)(OC)OC glycidoxy-trimethoxysilane